ClC1=C(C=CC(=C1)OCC=1C(=NOC1C1CC1)C1=C(C=CC=C1Cl)Cl)C#CC=1C=C(C(=O)OC)C=C(C1)C=O methyl 3-((chloro-4-((cyclopropyl-3-(2,6-dichlorophenyl) isoxazol-4-yl) methoxy) phenyl) ethynyl)-5-formylbenzoate